thiadiazolidinone 1,1-dioxide S1(NNC(C1)=O)(=O)=O